CN1CCN(CCN(CC1)C)C ls-1,4,7-trimethyl-1,4,7-triazacyclononane